NC1=C(C=C(C(=N1)F)C1=C(C=C(OC2CCN(CC2)C(=O)OC(C)(C)C)C=C1)OC)C=1C=C2CCNC(C2=CC1)=O tert-butyl 4-(4-(6-amino-2-fluoro-5-(1-oxo-1,2,3,4-tetrahydroisoquinolin-6-yl)pyridin-3-yl)-3-methoxyphenoxy)piperidine-1-carboxylate